[O-2].[Ce+3].[Ir+3].[O-2].[O-2] iridium-cerium oxide